2-(Heptan-3-yl)-4,5-dimethyl-1,3-dioxolane CCC(CCCC)C1OC(C(O1)C)C